NC(C(=O)O)CC1=CN(C2=C(C=CC=C12)Cl)C amino-3-(7-chloro-1-methyl-1H-indol-3-yl)propanoic acid